C(C1=CC=CC=C1)OC=1C=C2C=CC(=C(C2=CC1)OC1=CC=C(OCCOCCOCCOCC(OCC)OCC)C=C1)C1=CC=C(C=C1)S(=O)(=O)C 1-(4-((6-(benzyloxy)-2-(4-(methylsulfonyl)phenyl)naphthalene-1-yl)oxy)phenoxy)-11-ethoxy-3,6,9,12-tetraoxatetradecane